N-[[1-[2-(tert-butylamino)-2-oxo-ethyl]-2,2,3,3,4,5,5,6,6-nonadeuterio-4-piperidyl]methyl]-3-chloro-5-fluoro-benzamide C(C)(C)(C)NC(CN1C(C(C(C(C1([2H])[2H])([2H])[2H])([2H])CNC(C1=CC(=CC(=C1)F)Cl)=O)([2H])[2H])([2H])[2H])=O